N-(2-amino-2-methylbutyl)-8-[(2,6-difluorobenzyl)oxy]-2,6-dimethylimidazo[1,2-a]pyridine-3-carboxamide NC(CNC(=O)C1=C(N=C2N1C=C(C=C2OCC2=C(C=CC=C2F)F)C)C)(CC)C